CNC(=O)NC1=CC(=C(C=C1)NC1=NNC(=C1)C1=CC=C(C=C1)S(=O)(=O)C)C 1-methyl-3-(3-methyl-4-((5-(4-(methylsulfonyl)phenyl)-1H-pyrazol-3-yl)amino)phenyl)urea